FC1=C(C=CC(=C1)OC1=NC=CC=C1)C(=O)C1=CNC2=NC=C(C(=C21)N[C@H]2CO[C@@H](CC2)CO)OC (2-fluoro-4-(pyridin-2-yloxy)phenyl)(4-(((3R,6S)-6-(hydroxymethyl)tetrahydro-2H-pyran-3-yl)amino)-5-methoxy-1H-pyrrolo[2,3-b]pyridin-3-yl)methanone